S1C(=NC2=C1C=CC=C2)[C@H]2N(CC1(C3=C2N=CN3)CC1)C(=O)C1=C(N=C(O1)C(C)(C)O)C(F)(F)F (S)-(4'-(benzo[d]thiazol-2-yl)spiro[cyclopropane-1,7'-imidazo[4,5-c]pyridin]-5'(1'H,4'H,6'H)-yl)(2-(2-hydroxypropan-2-yl)-4-(trifluoromethyl)oxazol-5-yl)methanone